NC1=CC(=C(C(=C1)CN1CCCC1)O)CN1CCCC1 4-amino-2,6-bis(pyrrolidin-1-ylmethyl)phenol